[Si](C)(C)(C(C)(C)C)OC[C@@H](CO)NC(OC(C)(C)C)=O (R)-tert-butyl (1-((tert-butyldimethylsilyl)oxy)-3-hydroxypropan-2-yl)carbamate